1,2-dichloro-benzene ClC1=C(C=CC=C1)Cl